4-(4-(5-hydroxyazocan-5-yl)phenyl)-7-(4-(trifluoromethyl)phenyl)-2-naphthoic acid OC1(CCCNCCC1)C1=CC=C(C=C1)C1=CC(=CC2=CC(=CC=C12)C1=CC=C(C=C1)C(F)(F)F)C(=O)O